N(C1=CC=CC=C1)C1=NC=NC(=N1)Cl 4-anilino-6-chloros-triazine